N,N'-dicyclohexyl-naphthalenedicarboxamide C1(CCCCC1)NC(=O)C=1C(=CC=C2C=CC=CC12)C(=O)NC1CCCCC1